6-(4-amino-4-(fluoro(phenyl)methyl)piperidin-1-yl)-3-iodo-1H-pyrazolo[3,4-d]Pyrimidine-4-carbonitrile NC1(CCN(CC1)C1=NC(=C2C(=N1)NN=C2I)C#N)C(C2=CC=CC=C2)F